CNC1=NC=CC(=N1)NC1=NN(C(=C1)C)C1OCCCC1 N2-methyl-N4-(5-methyl-1-(tetrahydro-2H-pyran-2-yl)-1H-pyrazol-3-yl)pyrimidine-2,4-diamine